BrC1=C2CCN(CC2=CC(=C1)NC=1N=NC(=C(N1)NC1=CC=C(C=C1)C(N(C)C)=O)C(=O)N)C ((5-bromo-2-methyl-1,2,3,4-tetrahydroisoquinolin-7-yl)amino)-5-((4-(dimethylcarbamoyl)phenyl)amino)-1,2,4-triazine-6-carboxamide